BrC1=NC(=CC=C1C(F)(F)F)Cl 2-bromo-6-chloro-3-(trifluoromethyl)pyridine